N-((S)-(5-((S)-1-(5,5-difluoro-2-oxotetrahydropyrimidin-1(2H)-yl)-2-methoxyethyl)benzo[d]oxazol-2-yl)((1r,4S)-4-fluorocyclohexyl)methyl)-4-methyl-1,2,5-oxadiazole-3-carboxamide FC1(CNC(N(C1)[C@H](COC)C=1C=CC2=C(N=C(O2)[C@@H](NC(=O)C2=NON=C2C)C2CCC(CC2)F)C1)=O)F